N-(1-(3-(trifluoromethyl)-phenyl)-1,2,3,4-tetrahydro-quinolin-3-yl)acrylamide FC(C=1C=C(C=CC1)N1CC(CC2=CC=CC=C12)NC(C=C)=O)(F)F